NC1=NC=CC=C1C1=NC=2C(=NC(=CC2)C2=CC=CC=C2)N1C1=CC=C(CN2C[C@@H]3[C@H](C2)CN(C3)C(=O)OC(C)(C)C)C=C1 tert-butyl (3aR,6aS)-5-(4-(2-(2-aminopyridin-3-yl)-5-phenyl-3H-imidazo[4,5-b]pyridin-3-yl)benzyl)hexahydropyrrolo[3,4-c]pyrrole-2(1H)-carboxylate